ClC1=C(C(=CC=C1)F)CC(=O)NC1=CN=NC(=C1)NC1=CC=C(C=C1)F 2-(2-chloro-6-fluorophenyl)-N-[6-(4-fluoroanilino)pyridazin-4-yl]acetamide